di(2,2,2-trifluoroethyl) (2-fluorovinyl)phosphonate FC=CP(OCC(F)(F)F)(OCC(F)(F)F)=O